isooctyl sulfosuccinate sodium salt [Na+].S(=O)(=O)(O)C(C(=O)OCCCCCC(C)C)CC(=O)[O-]